4-((4'-(3,3-difluorocyclobutyl)-[1,1'-biphenyl]-4-yl)oxy)-1H-1,2,3-triazole-5-carboxylic acid FC1(CC(C1)C1=CC=C(C=C1)C1=CC=C(C=C1)OC=1N=NNC1C(=O)O)F